FC1(CCC(CC1)CN1N=CC(=C1C(=O)NC1=CC(=CC=C1)S(=O)(=O)C)C(F)(F)F)F 2-[(4,4-difluorocyclohexyl)methyl]-N-(3-methylsulfonylphenyl)-4-(trifluoromethyl)pyrazole-3-carboxamide